(13R)-6-fluoro-2,13-dimethyl-10-oxa-2,14,16,18,22-pentaazatetracyclo[13.6.2.04,9.019,23]tricosane FC1CC2CN(C3CCC4NCNC(N[C@@H](CCOC2CC1)C)C4N3)C